(E)-N-(4-((3-chloro-4-((tetrahydro-2H-pyran-4-yl)methoxy)phenyl)amino)-3-cyano-7-ethoxy-2-ethylquinolin-6-yl)-4-(dimethylamino)but-2-enamide ClC=1C=C(C=CC1OCC1CCOCC1)NC1=C(C(=NC2=CC(=C(C=C12)NC(\C=C\CN(C)C)=O)OCC)CC)C#N